(5-isopropoxy-1-trityl-1H-indazol-3-yl)-2-methyl-4-(N-morpholinyl)pyridazin-3(2H)-one C(C)(C)OC=1C=C2C(=NN(C2=CC1)C(C1=CC=CC=C1)(C1=CC=CC=C1)C1=CC=CC=C1)C1=C(C(N(N=C1)C)=O)N1CCOCC1